CNC(O)=O (methyl)Carbamic acid